cyclobutyl-thiazole-2-carboxamide C1(CCC1)C=1N=C(SC1)C(=O)N